lithium (malonate) phosphate P(=O)([O-])(O)O.C(CC(=O)O)(=O)O.[Li+]